C(C)(C)(C)OC(=O)N1CCC(CC1)CN1CCN(CC1)C=1C=NC=C(C1)Br 4-{[4-(5-bromopyridin-3-yl)piperazin-1-yl]Methyl}piperidine-1-carboxylic acid tert-butyl ester